CC1=C(C(=CC(=C1)C)C)N1C(N(C(C1)C[N+](C)(C)C)C1=C(C=C(C=C1C)C)C)=[Ru-3](=CC1=C(C=CC(=C1)[N+](=O)[O-])OC(C)C)Cl [1,3-bis(2,4,6-trimethylphenyl)-4-[(trimethylammonio)methyl]imidazolidin-2-ylidene]-(2-isopropoxy-5-nitrobenzylidene)ruthenium (II) chloride